N-[4-(3-chloro-4-cyano-phenoxy)cyclohexyl]-6-[3-[4-[4-(1-hydroxy-1-methyl-ethyl)-2-(6-methyl-7-oxo-1H-pyrrolo[2,3-c]pyridin-4-yl)phenoxy]phenoxy]azetidin-1-yl]pyridazine-3-carboxamide ClC=1C=C(OC2CCC(CC2)NC(=O)C=2N=NC(=CC2)N2CC(C2)OC2=CC=C(C=C2)OC2=C(C=C(C=C2)C(C)(C)O)C=2C3=C(C(N(C2)C)=O)NC=C3)C=CC1C#N